COC=1C=C(N=NC1C=C)NC(OC(C)(C)C)=O tert-butyl (5-methoxy-6-vinylpyridazin-3-yl)carbamate